C(N)(=O)C1=[N+](C=CC(=C1)NC(=O)[C@H]1O[C@@]([C@H]([C@H]1C1=C(C(=C(C=C1)F)F)OC)C)(C(F)(F)F)C)[O-] 2-carbamoyl-4-((2S,3S,4S,5S)-3-(3,4-difluoro-2-methoxyphenyl)-4,5-dimethyl-5-(trifluoromethyl)tetrahydrofuran-2-carboxamido)pyridine 1-oxide